[(2R,3S,4R,5R)-5-[2-chloro-4-(cyclopentyl-amino)pyrrolo[2,3-d]-pyrimidin-7-yl]-3,4-dihydroxy-tetrahydro-furan-2-yl]methoxy-methyl-[2-(dimethyl-amino)ethoxy]phosphinic acid ClC=1N=C(C2=C(N1)N(C=C2)[C@H]2[C@@H]([C@@H]([C@H](O2)COCP(O)(=O)OCCN(C)C)O)O)NC2CCCC2